(E)-3-(4-(((1-(3-Cyano-4-(4-cyano-3-fluorophenyl)-5-(1H-indazol-6-yl)pyridin-2-yl)piperidin-4-yl)amino)methyl)phenyl)-N-hydroxyacrylamide formate C(=O)O.C(#N)C=1C(=NC=C(C1C1=CC(=C(C=C1)C#N)F)C1=CC=C2C=NNC2=C1)N1CCC(CC1)NCC1=CC=C(C=C1)/C=C/C(=O)NO